cyclopentyl-cyclohexyl-bis(propoxymethyl)silane C1(CCCC1)[Si](COCCC)(COCCC)C1CCCCC1